6-bromo-2,3-dihydro-1H-quinolin-4-one BrC=1C=C2C(CCNC2=CC1)=O